trifluoromethyl-benzamide FC(F)(F)C1=C(C(=O)N)C=CC=C1